C(C1=CC=CC=C1)OC1=CC=CC2=C1O[C@H](CO2)CN2C[C@H](CCC2)C=2C=C(C=CC2)O 3-[(R)-1-((S)-8-benzyloxy-2,3-dihydrobenzo[1,4]dioxin-2-ylmethyl)piperidin-3-yl]phenol